C[Sn](C1=CC=C(S1)C=1N(C(C2=C(N(C(C21)=O)CCCCCCCC)C=2SC(=CC2)[Sn](C)(C)C)=O)CCCCCCCC)(C)C 3,6-bis(5-(trimethylstannyl)-2-thienyl)-2,5-dioctyl-2,5-dihydro-pyrrolo[3,4-c]pyrrol-1,4-dione